6-imidazo[1,5-a]pyridin-6-yl-N2-[1-methyl-1-(2-pyridyl)ethyl]-1,3,5-triazine-2,4-diamine C=1N=CN2C1C=CC(=C2)C2=NC(=NC(=N2)NC(C)(C2=NC=CC=C2)C)N